3-(4-isocyanato-2-(2-trityl-2H-tetrazol-5-yl)phenyl)-5-methoxypyridine N(=C=O)C1=CC(=C(C=C1)C=1C=NC=C(C1)OC)C=1N=NN(N1)C(C1=CC=CC=C1)(C1=CC=CC=C1)C1=CC=CC=C1